4-(4-bromo-2-fluorophenyl)-4-oxobutanoic acid methyl ester COC(CCC(=O)C1=C(C=C(C=C1)Br)F)=O